4-chloro-2-phenyl-6-(3-(spiro[cyclohexane-1,9'-fluoren]-4'-yl)phenyl)pyrimidine ClC1=NC(=NC(=C1)C1=CC(=CC=C1)C1=CC=CC=2C3(C4=CC=CC=C4C12)CCCCC3)C3=CC=CC=C3